6-(2-methyl-3-oxoisoindolin-5-yl)-5-(2-((1-methylcyclopentyl)methyl)oxazol-5-yl)picolinonitrile CN1CC2=CC=C(C=C2C1=O)C1=C(C=CC(=N1)C#N)C1=CN=C(O1)CC1(CCCC1)C